C(C)(C)(C)OC(=O)N1CCC(CC1)N1N=C(C(=C1)C)OCC1=CC=CC=C1 4-(3-(benzyloxy)-4-methyl-1H-pyrazol-1-yl)piperidine-1-carboxylic acid tert-butyl ester